2-methylpyrazole-1-carboxamide CN1N(C=CC1)C(=O)N